1,3,5-tris(3,5-di-tert-butyl-4-hydroxyphenylpropionyl)-hexahydro-1,3,5-triazine C(C)(C)(C)C=1C=C(C=C(C1O)C(C)(C)C)CCC(=O)N1CN(CN(C1)C(CCC1=CC(=C(C(=C1)C(C)(C)C)O)C(C)(C)C)=O)C(CCC1=CC(=C(C(=C1)C(C)(C)C)O)C(C)(C)C)=O